(6bS,10aR)-8-(3-(4-fluorophenoxy)propyl)-6b,7,8,9,10,10a-hexahydro-1H-pyrido[3',4':4,5]pyrrolo[1,2,3-de]quinoxalin-2(3H)-one FC1=CC=C(OCCCN2C[C@H]3[C@H](N4CC(NC=5C=CC=C3C45)=O)CC2)C=C1